OC=1CC(OC1C)=O 4-hydroxy-5-methylfuranone